CN(C1=CC(=NC=C1)C=1SC(=CN1)CNC(=O)C1=CC2=C(S(C3=C(C(N2)=O)C=CC=C3)(=O)=O)C=C1)C N-((2-(4-(dimethylamino)pyridin-2-yl)thiazol-5-yl)methyl)-11-oxo-10,11-dihydrodibenzo[b,f][1,4]thiazepine-8-carboxamide 5,5-dioxide